3-chloro-4-((3,5-difluoropyridin-2-yl)methoxy)-2'-(5-(2-hydroxypropan-2-yl)-1H-pyrazol-1-yl)-5',6-dimethyl-2H-[1,4'-bipyridin]-2-one ClC=1C(N(C(=CC1OCC1=NC=C(C=C1F)F)C)C1=CC(=NC=C1C)N1N=CC=C1C(C)(C)O)=O